COC(=O)C1(C=CNN1CC1CCN(CC1)C1=CC=NC=C1)C 5-methyl-1-((1-(pyridin-4-yl)piperidin-4-yl)methyl)-1H-pyrazole-5-carboxylic acid methyl ester